BrC=1C=CC=C2C(=C(C(N(C12)C)=O)C#N)O 8-bromo-4-hydroxy-1-methyl-2-oxo-1,2-dihydroquinoline-3-carbonitrile